C(C\C=C\CCCC)(=O)[O-] (E)-oct-3-enoate